OC[C@@H]1[C@H](CCCC1)NC(OC(C)(C)C)=O tert-butyl N-[(1S,2S)-2-(hydroxymethyl)cyclohexyl]carbamate